(2R,3R,4R,5R)-2-((benzoyloxy)methyl)-5-(4-chloro-5-iodo-7H-pyrrolo[2,3-d]pyrimidin-7-yl)-3-methyltetrahydrofuran-3,4-diyl diacetate C(C)(=O)O[C@@]1([C@H](O[C@H]([C@@H]1OC(C)=O)N1C=C(C2=C1N=CN=C2Cl)I)COC(C2=CC=CC=C2)=O)C